Carbon iron tin [Sn].[Fe].[C]